isopropyl (3-(imidazo[4,5-d]pyrrolo[2,3-b]pyridin-1(6H)-yl)bicyclo[1.1.1]pentan-1-yl)carbamate N1(C=NC=2C1=C1C(=NC2)NC=C1)C12CC(C1)(C2)NC(OC(C)C)=O